C(C)OC([C@@H]([C@@H](O)C1=C(N=CS1)C)O)=O (2r,3r)-ethyl-3-(4-methylthiazol-5-yl)-2,3-dihydroxypropionate